C(C)C=1C(=CC(=C(NC2=NC=C(C(=N2)NC=2C(=C3N=CC=NC3=CC2)NS(=O)(=O)C)C)C1)OC)N1CCC(CC1)N1CCN(CC1)C N-[6-[[2-[5-ethyl-2-methoxy-4-[4-(4-methylpiperazin-1-yl)-1-piperidyl]anilino]-5-methyl-pyrimidin-4-yl]amino]quinoxalin-5-yl]methanesulfonamide